CN1C=NC2=C1C=C(C(=C2)C2=CC=CN1C(=CC=C21)C(=O)C2=CC=C(C=C2)NS(=O)(=O)C)C(F)(F)F N-(4-(8-(1-methyl-6-(trifluoromethyl)-1H-benzo[d]imidazol-5-yl)indolizine-3-carbonyl)phenyl)methanesulfonamide